The molecule is a tertiary amine that is ethanolamine having two N-methyl substituents. It has a role as a curing agent and a radical scavenger. It is a tertiary amine and a member of ethanolamines. CN(C)CCO